CN(C1(CCC2(CN(C(N2)=O)C=2C=NC(=CC2C)C(F)(F)F)CC1)C1=CC(=CC=C1)OC(F)(F)F)C cis-8-dimethylamino-3-[4-methyl-6-(trifluoromethyl)-pyridin-3-yl]-8-[3-(trifluoromethoxy)-phenyl]-1,3-diazaspiro[4.5]decan-2-one